COC1CNCCC1C1=NOCC(O1)CN1CCCCC1 (3-methoxypiperidin-4-yl)-5-(piperidin-1-ylmethyl)-5,6-dihydro-1,4,2-dioxazine